O1CCC2=C1C=CC(=C2)NC(=O)C=2C=CC1=C(N=C(S1)N1CCN(CC1)C)C2 2-(4-methyl-piperazin-1-yl)-benzothiazole-5-carboxylic acid (2,3-dihydro-benzofuran-5-yl)-amide